CC=1C(=CC2=C(C(=NO2)C(C(=O)O)(C)C)C1)C 2-(5,6-dimethylbenzo[d]isoxazol-3-yl)-2-methylpropanoic acid